N-(3-((2-((4-(4-acetylpiperazin-1-yl)phenyl)amino)-5,7-dihydrofuro[3,4-d]pyrimidin-4-yl)oxy)phenyl)acrylamide C(C)(=O)N1CCN(CC1)C1=CC=C(C=C1)NC=1N=C(C2=C(N1)COC2)OC=2C=C(C=CC2)NC(C=C)=O